n-butyl-bis-(2-methoxyethoxy)silane C(CCC)[SiH](OCCOC)OCCOC